C(C)C1=C(C=CC=C1)P([O-])(=O)C(C1=C(C=C(C=C1C)C)C)=O ethyl-2,4,6-trimethylbenzoyl-phenylphosphinate